N-(5-Isopropyl-2-methylphenoxycarbonyl)-(-)-N-ethyl-3-phenylbicyclo[2.2.1]heptan-2-amine C(C)(C)C=1C=CC(=C(OC(=O)N(C2C3CCC(C2C2=CC=CC=C2)C3)CC)C1)C